NC=1N=C(C2=C(N1)C=CN(C2=O)CC2=C(C=C(C=C2)CN(C)CCO)OC)N[C@H](C)CCC (R)-2-amino-6-(4-(((2-hydroxyethyl)(methyl)amino)methyl)-2-methoxybenzyl)-4-(pentan-2-ylamino)pyrido[4,3-d]pyrimidin-5(6H)-one